5'-methoxyuridine COC([C@@H]1[C@H]([C@H]([C@@H](O1)N1C(=O)NC(=O)C=C1)O)O)O